ethyl 4-hydroxy-1-(pyridin-3-yl)-1H-pyrazole-3-carboxylate OC=1C(=NN(C1)C=1C=NC=CC1)C(=O)OCC